sodium pertechnetate dihydrate O.O.[Tc](=O)(=O)(=O)[O-].[Na+]